N-[[3-(difluoromethyl)-4-(hydroxymethyl)-7-[4-(trifluoromethoxy)phenyl]benzimidazol-5-yl]methyl]prop-2-enamide FC(N1C=NC2=C1C(=C(C=C2C2=CC=C(C=C2)OC(F)(F)F)CNC(C=C)=O)CO)F